CN1C(=CC=CC1=O)N1C=CC2=C1N=CNC2=O 7-(1-methyl-6-oxo-1,6-dihydropyridin-2-yl)-3,7-dihydro-4H-pyrrolo[2,3-d]pyrimidin-4-one